COC(CC(=C)C(N[C@H](C(=O)OCC)CC1=CC=CC=C1)=O)=O (S)-3-((1-ethoxy-1-oxo-3-phenylpropan-2-yl)carbamoyl)but-3-enoic acid methyl ester